C12CN(CC(N1)C2)C=2OC1=C(N2)C(=CC=C1C=1SC=CN1)C(C(F)(F)F)(C)O 2-(2-(3,6-diazabicyclo[3.1.1]heptan-3-yl)-7-(thiazol-2-yl)benzo[d]oxazol-4-yl)-1,1,1-trifluoropropan-2-ol